bis-hexanoyl-(R)-1,3-butanediol C(CCCCC)(=O)C(C[C@@H](C)O)(O)C(CCCCC)=O